CN1COCC1(C)C 3,4,4-trimethyl-oxazolidine